(4-(benzyloxy)phenyl)-4-(1,2,3,6-tetrahydropyridin-4-yl)-7H-pyrrolo[2,3-d]pyrimidine C(C1=CC=CC=C1)OC1=CC=C(C=C1)C=1N=C(C2=C(N1)NC=C2)C=2CCNCC2